4-(2-((4,4-difluorocyclohexyl)(phenyl)amino)-2-oxoethyl)-1-(6-fluoroindoline-1-carbonyl)piperidine-4-carboxylic acid FC1(CCC(CC1)N(C(CC1(CCN(CC1)C(=O)N1CCC2=CC=C(C=C12)F)C(=O)O)=O)C1=CC=CC=C1)F